O1COC2=C1C=CC(=C2)C(C)NC2=NC(=NC1=CC(=C(C=C21)OC)OC)C N-[1-(1,3-benzodioxol-5-yl)ethyl]-6,7-dimethoxy-2-methylquinazolin-4-amine